N=1C=NN2C1C=CC(=C2)C2=CC(=NN2C2=NC(=CC=C2)C)CC(=O)NC2=CC(=CC=C2)OC 5-([1,2,4]triazolo[1,5-a]pyridin-6-yl)-N-(3-methoxyphenyl)-1-(6-methylpyridin-2-yl)-1H-pyrazole-3-carboxyamide